C(C)C1=NN(C2=NC(=NC(=C21)NCC2=CC=C(C=C2)F)C2=CC=C(C(=O)N1CCN(CC1)C(=O)OC(C)(C)C)C=C2)C Tert-butyl 4-(4-(3-ethyl-4-((4-fluorobenzyl)amino)-1-methyl-1H-pyrazolo[3,4-d]pyrimidin-6-yl)benzoyl)piperazine-1-carboxylate